N-(3-cyano-4-methyl-1H-indol-7-yl)-1-(2,2-difluoroethyl)pyrazole-4-sulfonamide C(#N)C1=CNC2=C(C=CC(=C12)C)NS(=O)(=O)C=1C=NN(C1)CC(F)F